2-Chloro-5-{[(2,2-dimethylpropionyl)amino]methyl}-N-[1-(2-methoxybenzyl)-1H-indazol-4-yl]benzamide ClC1=C(C(=O)NC2=C3C=NN(C3=CC=C2)CC2=C(C=CC=C2)OC)C=C(C=C1)CNC(C(C)(C)C)=O